N-(3-methylpyridin-2-ylthiocarbamoyl)benzamide CC=1C(=NC=CC1)NC(=S)NC(C1=CC=CC=C1)=O